(8-(2,6-dimethylpyridin-3-yl)-5-(((5-fluoro-2,3-dihydrobenzofuran-4-yl)methyl)amino)imidazo[1,5-c]pyrimidin-1-yl)dimethylphosphine oxide CC1=NC(=CC=C1C=1C=2N(C(=NC1)NCC1=C(C=CC3=C1CCO3)F)C=NC2P(C)(C)=O)C